1-(3-Bromophenyl)cyclopentane-1-carboxamide BrC=1C=C(C=CC1)C1(CCCC1)C(=O)N